NC1=C(C=CC(=C1)F)C1=C(C=C(C(=C1)Cl)C(=O)NC=1C=C(C(=NC1)C(=O)NCC(C)(C)C)Cl)F 5-(2'-amino-5-chloro-2,4'-difluoro-[1,1'-biphenyl]-4-carboxamido)-3-chloro-N-neopentylpicolinamide